BrC1=C(OCC(CCl)O)C=CC(=C1)C(C)(C)C1=CC=C(C=C1)OCC(CN1CCSCC1)O 1-(2-bromo-4-(2-(4-(2-hydroxy-3-thiomorpholinopropoxy)phenyl)propan-2-yl)phenoxy)-3-chloropropan-2-ol